C1CC12NCC[C@H](C2)C=2C=CC=1N(C(C=C(N1)C1=CC(=C3C(=N1)OC(=N3)C)C)=O)C2 |r| Rac-7-(4-azaspiro[2.5]oct-7-yl)-2-(2,7-dimethyloxazolo[5,4-b]pyridin-5-yl)pyrido[1,2-a]pyrimidin-4-one